N[C@H](C(=O)O)CC=1C=NC(=CC1)C(N)=O (S)-2-amino-3-(6-carbamoylpyridin-3-yl)propanoic acid